NCC(C(C(CO)O)O)O 5-aminopentane-1,2,3,4-tetrol